rac-dimethylsilylene-bis(2-methylindenyl)hafnium C[Si](=[Hf](C1C(=CC2=CC=CC=C12)C)C1C(=CC2=CC=CC=C12)C)C